F[C@H]1CN(CC1)C1=NC(=CC=C1)NCC1CCOCC1 2-((R)-3-fluoro-pyrrolidin-1-yl)-6-[(tetrahydro-pyran-4-ylmethyl)-amino]-pyridin